C(C(=C)C)(=O)OC(C(C)CC)(OC(C(=C)C)=O)CCCC 2-ethyl-1-butylpropanediol dimethacrylate